4-(((4-Benzoylphenoxy)carbonyl)oxy)phenylmethacrylat C(C1=CC=CC=C1)(=O)C1=CC=C(OC(=O)OC2=CC=C(C=C2)OC(C(=C)C)=O)C=C1